Cl.COC[C@@H](N1C(N[C@@H](C1)C(F)(F)F)=O)C1=CC(=NC=C1)NC(CCOC(C(F)(F)F)(C)C)=O N-(4-((S)-2-methoxy-1-((S)-2-oxo-4-(trifluoromethyl)-imidazolidin-1-yl)ethyl)pyridin-2-yl)-3-((1,1,1-trifluoro-2-methylpropan-2-yl)oxy)propanamide hydrochloride